2,4-diamino-pyrimidin-5-ol dihydrochloride Cl.Cl.NC1=NC=C(C(=N1)N)O